N1=NN=CC2=CC=CC=C12 AZA-QUINAZOLINE